1-(methylamino)-1,5-dihydro-2H-pyrano[3,4-b]thieno[3,2-d]pyridin-6(4H)-one CNC1COCC=2NC(C3=C(C21)C=CS3)=O